COC1=CC=2C=CC3=CC(=CC=C3C2C(=C1OC)OC)OC 2,3,4,7-tetramethoxyphenanthrene